2-(5-((1H-pyrazole-4-yl)ethynyl)-2-methylpyridin-3-yl)-4-phenyl-2,4,5,6-tetrahydrocyclopenta[d][1,2,3]triazole N1N=CC(=C1)C#CC=1C=C(C(=NC1)C)N1N=C2C(=N1)CCC2C2=CC=CC=C2